2-Amino-N-(1-(6-((2-amino-2-oxo-1-phenylethyl)thio)-3,5-dicyano-4-ethylpyridin-2-yl)piperidin-4-yl)acetamide, Trifluoroacetic acid salt FC(C(=O)O)(F)F.NCC(=O)NC1CCN(CC1)C1=NC(=C(C(=C1C#N)CC)C#N)SC(C(=O)N)C1=CC=CC=C1